1-(4-Aminophenyl)-3a-hydroxy-6-methyl-3,3a-dihydro-1H-pyrrolo[2,3-b]quinolin-4(2H)-one NC1=CC=C(C=C1)N1CCC2(C1=NC1=CC=C(C=C1C2=O)C)O